4-[5-Amino-3-(4-bromophenyl)-4-cyano-pyrazol-1-yl]-3,3-difluoro-pyrrolidine-1-carboxylic acid tert-butyl ester C(C)(C)(C)OC(=O)N1CC(C(C1)N1N=C(C(=C1N)C#N)C1=CC=C(C=C1)Br)(F)F